1-((2R,4S,5R)-4-((tert-butyldimethylsilyl)oxy)-5-(hydroxymethyl)tetrahydrofuran-2-yl)-5-methylpyrimidine [Si](C)(C)(C(C)(C)C)O[C@H]1C[C@@H](O[C@@H]1CO)N1CN=CC(=C1)C